(R/S)-6-(4-Fluoro-3-methylphenyl)-3-methyl-1-(oxetan-2-ylmethyl)imidazo[4,5-b]pyridin-2-on FC1=C(C=C(C=C1)C=1C=C2C(=NC1)N(C(N2C[C@@H]2OCC2)=O)C)C |r|